C(C)(C)(C)OC(N[C@@H]1[C@H](OCC(C1CO)=O)C1=C(C=CC(=C1)F)F)=O N-[(2R,3S)-2-(2,5-difluorophenyl)-4-(hydroxymethyl)-5-oxo-tetrahydropyran-3-yl]Carbamic acid tert-butyl ester